(S)-6-((1-((1-(2-Aminopropoxy)-2-methylpropan-2-yl)sulfonyl)cyclopropyl)methyl)-N-(4-chlorobenzyl)-1-methyl-7-oxo-4,5,6,7-tetrahydro-1H-pyrazolo[3,4-c]pyridine-3-carboxamide N[C@H](COCC(C)(C)S(=O)(=O)C1(CC1)CN1C(C2=C(CC1)C(=NN2C)C(=O)NCC2=CC=C(C=C2)Cl)=O)C